[Pd+2].C(C)(C)(C)[PH+](C1=CC=C(C=C1)N(C)C)C(C)(C)C di-tert-butyl-(4-dimethylaminophenyl)phosphonium palladium (II)